C(C1=CC=CC=C1)OC(=O)N1CCC(CC1)CN1C(=NC=2C1=C1C(=[N+](C2)[O-])C=C(S1)C)CCCC 1-((1-((benzyloxy)carbonyl)piperidin-4-yl)methyl)-2-butyl-7-Methyl-1H-imidazolo[4,5-d]thieno[3,2-b]pyridine-5-oxide